NN1C(N(N=C1C)CC=1C=NC(=CC1)Cl)=O 4-amino-2-((6-chloropyridin-3-yl)methyl)-5-methyl-2,4-dihydro-3H-1,2,4-triazol-3-one